(S)-benzyl (3-hydroxy-1-oxo-1-((1-(m-tolyl)-1H-pyrazolo[4,3-c]pyridin-6-yl)amino)propan-2-yl)carbamate OC[C@@H](C(NC1=CC2=C(C=N1)C=NN2C=2C=C(C=CC2)C)=O)NC(OCC2=CC=CC=C2)=O